FC(C(O)C=1C=C(C2=C(N=C(O2)N2CC3CCC(C2)N3C(=O)OC(C)(C)C)C1C(F)(F)F)C=1SC=CN1)F tert-Butyl 3-(5-(2,2-difluoro-1-hydroxyethyl)-7-(thiazol-2-yl)-4-(trifluoromethyl)benzo[d]oxazol-2-yl)-3,8-diazabicyclo[3.2.1]octane-8-carboxylate